1-phosphanorbornylamine P12C(CC(CC1)C2)N